COC1=C(C(=CC(=C1)C(F)(F)F)C(F)(F)F)B(O)O (2-methoxy-4,6-bis(trifluoromethyl)phenyl)boronic acid